C(CCCCCCCCCCCCCCCCC\C=C/CC=CCC=CCC=CCC=CCC)(=O)O (Z)-19,22,25,28,31-tetratriacontapentaenoic acid